C1=C(C=CC=2CC3=CC=CC=C3CC12)[S+](C1=CC=CC=C1)C1=CC=CC=C1 9,10-dihydroanthracene-2-yldiphenylsulfonium